BrC=1C=C2C(=NC1)N(N=C2C#N)COCC[Si](C)(C)C 5-bromo-1-((2-(trimethylsilyl)ethoxy)methyl)-1H-pyrazolo[3,4-b]pyridine-3-carbonitrile